N1=C(C=CC=C1)CN(CC1=NC=CC=C1)CCCCCCCC N,N-bis(2-pyridylmethyl)octylamine